alpha-cyano-2-naphthyl-cinnamic acid C(#N)C(C(=O)O)=C(C1=CC=CC=C1)C1=CC2=CC=CC=C2C=C1